C(#N)C1=CC(=C(COC2=C(C=CC(=N2)C2=CC(=C(CC3=NC4=C(N3[C@@H]3COCC3(C)C)C=C(C=C4)C(=O)O)C=C2F)F)F)C=C1)F (S)-2-(4-(6-((4-cyano-2-fluorobenzyl)oxy)-5-fluoropyridin-2-yl)-2,5-difluorobenzyl)-1-(4,4-dimethyltetrahydrofuran-3-yl)-1H-benzo[d]imidazole-6-carboxylic acid